BrC1=CC2=CN(N=C2C=C1OC(C)C)C12COC(CC1)(CC2)C 5-Bromo-6-isopropoxy-2-(1-methyl-2-oxabicyclo[2.2.2]octan-4-yl)-2H-indazole